tert-butyl 4-carbamoyl-2-azabicyclo[2.2.2]octane-2-carboxylate C(N)(=O)C12CN(C(CC1)CC2)C(=O)OC(C)(C)C